CSC1=NC=CC(=N1)N1N=C(C(=C1)C=O)C1=CC=CC=C1 1-(2-(methylsulfanyl)pyrimidin-4-yl)-3-phenyl-1H-pyrazole-4-carbaldehyde